O1[C@H](CO[C@@H](C1)C(=O)ON1C(CCC1=O)=O)C(=O)ON1C(CCC1=O)=O bis(2,5-dioxopyrrolidin-1-yl) (2R,5S)-1,4-dioxane-2,5-dicarboxylate